3-(1-benzhydrylazetidin-3-yl)-5-[6-(trifluoromethyl)-3-pyridyl]-1,2,4-oxadiazole C(C1=CC=CC=C1)(C1=CC=CC=C1)N1CC(C1)C1=NOC(=N1)C=1C=NC(=CC1)C(F)(F)F